CN(C1CN(CC1)C1=NC=C(C=N1)CNC(=O)NC=1SC=C(N1)C(C)(C)C1=CC=C(C=C1)OC)C 1-((2-(3-(dimethylamino)-pyrrolidin-1-yl)pyrimidin-5-yl)methyl)-3-(4-(2-(4-methoxyphenyl)propan-2-yl)thiazol-2-yl)urea